F[C@H]1[C@H](C[C@@]2(CC[C@H]1N2)C)C(=C)C2=NN=C(S2)C2=C(C=C(C=C2)C2=NC=NC(=N2)OC)O 2-(5-(1-((1S,3R,4S,5R)-4-fluoro-1-methyl-8-azabicyclo[3.2.1]octan-3-yl)vinyl)-1,3,4-thiadiazol-2-yl)-5-(4-methoxy-1,3,5-triazin-2-yl)phenol